1-((1S,4S)-4-(Isopropylamino)cyclohexyl)-5-(8-methoxy-[1,2,4]triazolo[1,5-a]pyridin-6-yl)-6-methyl-1,3-dihydro-2H-benzo[d]imidazol-2-on C(C)(C)NC1CCC(CC1)N1C(NC2=C1C=C(C(=C2)C=2C=C(C=1N(C2)N=CN1)OC)C)=O